NC1=NC=C(C2=C1C=NN2)NC(=O)C(=O)N(CC2=C(C=CC=C2)C)CC N-(4-amino-1H-pyrazolo[4,3-c]pyridin-7-yl)-N'-ethyl-N'-(o-tolylmethyl)oxamide